FC1=CC(=CC(=N1)B(O)O)C 6-fluoro-4-methylpyridine-2-boronic acid